C(#N)C=1C(N(C2=CC(=CC=C2C1N1CCC2(CCN(C2)C(=O)OC(C)(C)C)CC1)N(C)CCOC)C)=O tert-butyl 8-{3-cyano-7-[(2-methoxyethyl)(methyl)amino]-1-methyl-2-oxo-1,2-dihydroquinolin-4-yl}-2,8-diazaspiro[4.5]decane-2-carboxylate